methyl 4-bromo-1-((1-((tert-butoxycarbonyl)amino)cyclobutyl)methyl)-1H-pyrrole-2-carboxylate BrC=1C=C(N(C1)CC1(CCC1)NC(=O)OC(C)(C)C)C(=O)OC